FC1=C(C(=CC=C1NS(=O)(=O)C1=CC(=C(C=C1)F)C)F)C=1C=C2C=NC(=NC2=CC1)NC(C(C)(C)C)=O N-(6-(2,6-difluoro-3-(4-fluoro-3-methylphenylsulfonamido)phenyl)quinazolin-2-yl)pivalamide